N-[4-(2-chlorophenyl)thiazol-2-yl]-1-methyl-piperidine-4-carboxamide ClC1=C(C=CC=C1)C=1N=C(SC1)NC(=O)C1CCN(CC1)C